2,4,6,8,10-pentamethylcyclopenta-siloxane C[SiH]1O[SiH](O[SiH](O[SiH](O[SiH](O1)C)C)C)C